tert-butyl ((5-(2-(2-(dimethylamino)ethoxy)ethoxy)-6-methoxybenzo[d]thiazol-2-yl)methyl)carbamate CN(CCOCCOC=1C(=CC2=C(N=C(S2)CNC(OC(C)(C)C)=O)C1)OC)C